6-[3-[(3-fluoro-4-methoxy-phenyl)methylamino]-7,8-dihydro-5H-1,6-naphthyridin-6-yl]-5-methyl-pyridine-3-carbonitrile FC=1C=C(C=CC1OC)CNC=1C=NC=2CCN(CC2C1)C1=C(C=C(C=N1)C#N)C